5-[(7R)-7-fluoro-5-oxa-2-azaspiro[3.5]nonan-2-yl]pyridazin-3-one F[C@H]1COC2(CN(C2)C2=CC(NN=C2)=O)CC1